C(C)(C)(C)OC(=O)N[C@@H](CC(=O)OC)C=1C=C(C=CC1)C1=C(C=CC=C1C=C)C Methyl (S)-3-((tert-butoxycarbonyl)amino)-3-(2'-methyl-6'-vinyl-[1,1'-biphenyl]-3-yl)propanoate